(S)-N-(2-(4-isopropyl-4,5-dihydro-oxazol-2-yl)-6-methoxyphenyl)methanesulfonamide C(C)(C)[C@@H]1N=C(OC1)C1=C(C(=CC=C1)OC)NS(=O)(=O)C